3,7-bis(3-oxetanyl)-5-oxo-nonane O1CC(C1)C(CC)CC(CC(CC)C1COC1)=O